P1(OC2=C(C=C(C=C2C(C)(C)C)C(C)(C)C)C(C)C2=C(C(=CC(=C2)C(C)(C)C)C(C)(C)C)O1)OF 2,2'-ethylidenebis(4,6-di-t-butylphenyl) fluoro phosphite